zinc-lead-copper [Cu].[Pb].[Zn]